2,2-bis(4-hydroxy-3,5-dimethylphenyl)butaneN OC1=C(C=C(C=C1C)C(C)(C=C)C1=CC(=C(C(=C1)C)O)C)C